C(C)N(CCNC(C1=C(C=C(C=C1)NC(CC)=O)OCC)=O)CC N-[2-(diethylamino)ethyl]-2-ethoxy-4-(propionylamino)benzamide